C(C)(=O)N(C1=C(C=C(C=C1)C1=CC=C(C=N1)C(=O)NCC=1C(=NC=CC1)C)Cl)CC 6-[4-[acetyl(ethyl)amino]-3-chloro-phenyl]-N-[(2-methyl-3-pyridyl)methyl]pyridine-3-carboxamide